C(=O)(OC(C)(C)C)N[C@@H](CC1=C(C=CC=C1)Br)C(=O)O Boc-2-bromo-L-phenylalanine